methyl (2S)-2-[[6-[3-[2-[2-(azetidin-3-yloxy)ethylamino]-2-oxo-ethoxy]phenoxy]pyridine-3-carbonyl]amino]-5,5-dimethyl-hexanoate N1CC(C1)OCCNC(COC=1C=C(OC2=CC=C(C=N2)C(=O)N[C@H](C(=O)OC)CCC(C)(C)C)C=CC1)=O